3-(4-Chlorophenyl)-N-(N,N-diethylsulfamoyl)-4-phenyl-4,5-dihydro-1H-pyrazole-1-carbothioamide ClC1=CC=C(C=C1)C1=NN(CC1C1=CC=CC=C1)C(NS(N(CC)CC)(=O)=O)=S